N-(2-hydroxypropyl)-3-tert-butyl-1-N-pentyl-1H-pyrazole-5-carboxamide OC(CNC(=O)C1=CC(=NN1CCCCC)C(C)(C)C)C